N[C@H](C(=O)O)CCC(=O)N[C@@H](CS)C(=O)NCC(=O)O |r| racemic-glutathione